Zinc tellurium [Te].[Zn]